[Cl-].[Cl-].[Cl-].[Cr+3].[PH2](=O)NC(=N)N phosphinylguanidine chromium (III) trichloride